FC(C1=C2CN(CC2=CC=C1)C(=O)OC(C)(C)C)F tert-butyl 4-(difluoromethyl)isoindoline-2-carboxylate